6-(4-(trifluoromethyl)phenyl)spiro[3.3]hept-5-en-2-amine FC(C1=CC=C(C=C1)C1=CC2(CC(C2)N)C1)(F)F